C(CCCCC(=O)O)(=O)O.C(CCCC)(N)N pentanediamine adipic acid salt